O=C(/C=C/C=O)CCCCCC 4-oxo-(E)-2-decenal